CC1=CC=2N(C(N=C(C2C=N1)NC)=O)C1=CC=CC=C1 7-Methyl-4-(methylamino)-1-phenylpyrido[4,3-d]pyrimidin-2(1H)-one